chloro-d-phenylalanine ClN[C@H](CC1=CC=CC=C1)C(=O)O